(2S)-2-(9H-fluoren-9-ylmethoxycarbonyl-(methyl)amino)-3-(3-iodophenyl)propionic acid C1=CC=CC=2C3=CC=CC=C3C(C12)COC(=O)N([C@H](C(=O)O)CC1=CC(=CC=C1)I)C